2,3-dimethylthiophenedicarboxylic anhydride CC12SC=CC1(C(=O)OC2=O)C